SC(CCCCCCCCCCCCF)S dimercaptotridecyl-fluorine